[2H]C(COC1=NN(C=C1)C(=O)OC(C)(C)C)(C(C1(CC1)C(F)(F)F)([2H])[2H])[2H] tert-Butyl 3-[2,2,3,3-tetradeuterio-3-[1-(trifluoromethyl)cyclopropyl] propoxy]pyrazole-1-carboxylate